6,6,9-trimethyl-3-pentyl-2-(thiazol-5-yl)-6a,7,8,10a-tetrahydro-6H-benzo[c]chromen-1-ol CC1(OC=2C=C(C(=C(C2C2C1CCC(=C2)C)O)C2=CN=CS2)CCCCC)C